OC(CCC(O)(C[N+](C)(C)C)CC([O-])=O)C 3-Hydroxybutyl-carnitine